5-(2-methoxypropoxy)-1,3,4-thiadiazol-2-amine COC(COC1=NN=C(S1)N)C